6-methoxy-2-(3-methyl-2-pyridyl)-4-[(4-methylphenyl)thio]-5-trifluoromethylpyrimidine COC1=C(C(=NC(=N1)C1=NC=CC=C1C)SC1=CC=C(C=C1)C)C(F)(F)F